(3S)-3-fluoropiperidine F[C@@H]1CNCCC1